C(CCC)N1C=NC2=C1C(=NC=C2Cl)SCC(=O)N(C)C 2-(3-Butyl-7-chloro-3H-imidazo[4,5-c]pyridin-4-ylsulfanyl)-N,N-dimethyl-acetamide